CC1(OCC2C(O1)C(C(C1(O2)OCC(C1)C)O)N1N=NC(=C1)C1=CC(=C(C(=C1)F)F)F)C 2',2',4-trimethyl-8'-(4-(3,4,5-trifluorophenyl)-1H-1,2,3-triazol-1-yl)hexahydro-3H,4'H-spiro[furan-2,6'-pyrano[3,2-d][1,3]dioxine]-7'-ol